tert-butyl (R)-4-(2-methyl-4-((1-(2-methyl-3-(trifluoromethyl)phenyl)ethyl) amino)quinolin-6-yl)piperazine-1-carboxylate CC1=NC2=CC=C(C=C2C(=C1)N[C@H](C)C1=C(C(=CC=C1)C(F)(F)F)C)N1CCN(CC1)C(=O)OC(C)(C)C